9-bromo-N,N-dimethyl-2-morpholino-4-oxo-pyrido[1,2-a]pyrimidine-7-carboxamide BrC1=CC(=CN2C1=NC(=CC2=O)N2CCOCC2)C(=O)N(C)C